C1=CC=CC=2C1=C1N(C3=CC=CC=C3C1=CC2)C2=C(C#N)C(=C(C(=C2N2C1=CC=CC=C1C1=CC=C3C(=C21)C=CC=C3)N3C2=CC=CC=C2C2=CC=C1C(=C32)C=CC=C1)C1=NC(=CC(=N1)C1=CC=CC=C1)C1=CC=CC=C1)N1C3=CC=CC=C3C3=CC=C2C(=C13)C=CC=C2 2,3,4,6-tetrakis(11H-benzo[a]carbazol-11-yl)-5-(4,6-diphenylpyrimidin-2-yl)benzonitrile